C1CCC2=C(C=CC=C12)C1=C(C=C2C(=N1)C(=NN2)C=2C=CC(=NC2)C2CC(CC2)N(C(CO)=O)C)OC N-(3-(5-(5-(2,3-Dihydro-1H-inden-4-yl)-6-methoxy-1H-pyrazolo[4,3-b]pyridin-3-yl)pyridin-2-yl)cyclopentyl)-2-hydroxy-N-methylacetamide